(S or R)-2-(2-fluoro-3-(2-(((S)-phenyl((R)-1,2,3,4-tetrahydro-1,5-naphthyridin-3-yl)methyl)amino)ethyl)phenyl)propanoic acid FC1=C(C=CC=C1CCN[C@@H]([C@H]1CNC2=CC=CN=C2C1)C1=CC=CC=C1)[C@@H](C(=O)O)C |o1:27|